C(CCCCCCCCCCCCCCC)(=O)OCC(OC(CCCCCCCCCCCCCCC)=O)COP(=O)(O)OCCN 1,2-Dipalmitoyl-glycero-3-phosphoethanolamine